C1(CCC1)N[C@H]1CN(CC1)C(=O)OCC1=CC=CC=C1 benzyl (3R)-3-(cyclobutylamino)pyrrolidine-1-carboxylate